4,4'-bipyridine dibromide salt [Br-].[Br-].N1=CC=C(C=C1)C1=CC=NC=C1